2-methyl-1-[4-(methylthio)phenyl]2-morpholinopropanol CC(C(O)C1=CC=C(C=C1)SC)(C)N1CCOCC1